COC=1C(=CC2=C(SC(=C2)C(=O)N2CCOCC2)C1)CCC(=O)O 3-(6-methoxy-2-(morpholine-4-carbonyl)benzo[b]thiophen-5-yl)propanoic acid